diethyl 2-(((2r,3s,4r,5r)-5-(6-amino-2-chloro-9H-purin-9-yl)-3-ethynyl-3,4-dihydroxytetrahydrofuran-2-yl) methoxy)-2-phenylmethylmalonate NC1=C2N=CN(C2=NC(=N1)Cl)[C@H]1[C@@H]([C@@]([C@H](O1)COC(C(=O)OCC)(C(=O)OCC)CC1=CC=CC=C1)(O)C#C)O